NC1=C(C(=O)OC)C=C(C(=C1)Br)N1CCN(CC1)C methyl 2-amino-4-bromo-5-(4-methylpiperazin-1-yl)benzoate